FC(C=1C=C(C=CC1)C1=CC2=C(NC(C3N(C2=O)CCN(C3)C(COC3=CC=C(C=C3)S(=O)(=O)C(F)(F)F)=O)=O)C=C1)(F)F 8-(3-(trifluoromethyl)phenyl)-2-(2-(4-((trifluoromethyl)sulfonyl)phenoxy)acetyl)-1,3,4,12a-tetrahydrobenzo[e]pyrazino[1,2-a][1,4]diazepine-6,12(2H,11H)-dione